(S)-7-(2-benzyl-3-chloro-7-oxo-2,4,5,7-tetrahydro-6H-pyrazolo[3,4-c]pyridin-6-yl)-2,5-dimethyl-7,8-dihydrothiazolo[4',5':4,5]benzo[1,2-b][1,4]oxazepin-6(5H)-one C(C1=CC=CC=C1)N1N=C2C(N(CCC2=C1Cl)[C@@H]1C(N(C2=C(OC1)C=C1C(=C2)N=C(S1)C)C)=O)=O